6-O-(4-aminobutyryl)-2-N-butyryl-D-glucosamine hydrochloride Cl.NCCCC(=O)OC[C@@H]1[C@H]([C@@H]([C@H](C(O)O1)NC(CCC)=O)O)O